4,5-diamino-2-methylbenzimidamide hydrochloride Cl.NC1=CC(=C(C(N)=N)C=C1N)C